C1(=CC(=CC=C1)CN)C1=CC=CC=C1 1-{[1,1'-biphenyl]-3-yl}methanamine